BrC1=CC(=C(OC2=C(C(=NN2C)C(=O)OCC)C)C=C1)F ethyl 5-(4-bromo-2-fluorophenoxy)-1,4-dimethylpyrazole-3-Carboxylate